4-(methylsulfonylvinyl)nitrobenzene CS(=O)(=O)C=CC1=CC=C(C=C1)[N+](=O)[O-]